N-{4-[(2-methoxyethanesulfonyl)methyl]phenyl}-5H,6H,7H,8H-pyrido[3,4-d]pyrimidin-2-amine COCCS(=O)(=O)CC1=CC=C(C=C1)NC=1N=CC2=C(N1)CNCC2